tert-butyl (2R,6S)-4-(6-((diphenylmethylene)amino)pyridazin-3-yl)-2,6-dimethylpiperazine-1-carboxylate C1(=CC=CC=C1)C(C1=CC=CC=C1)=NC1=CC=C(N=N1)N1C[C@H](N([C@H](C1)C)C(=O)OC(C)(C)C)C